COC1C(CCCC12CC=CC2)(C)C 10-methoxy-9,9-dimethylspiro[4.5]dec-2-en